2-(1-(5-chloro-2-((6-methoxy-2-methyl-1,2,3,4-tetrahydroisoquinolin-7-yl)amino)pyrimidine-4-yl)-6-fluoro-3-methylindolin-3-yl)acetic acid ClC=1C(=NC(=NC1)NC1=C(C=C2CCN(CC2=C1)C)OC)N1CC(C2=CC=C(C=C12)F)(C)CC(=O)O